COCCOP(=O)(N[C@H](C(OCCC)=O)C)CC1=CC2=C(SC(=C2)C(=O)OCC=C)C=C1 allyl 5-(((2-methoxyethoxy)(((S)-1-oxo-1-propoxypropan-2-yl)amino)phosphoryl)methyl)benzo[b]thiophene-2-carboxylate